C(=O)(C=C)N[C@H]1C(O)O[C@@H]([C@H]([C@@H]1O)O)CO N-acryl-glucosamine